N,N'-di-2-butyl-1,4-phenylenediamine CC(CC)NC1=CC=C(C=C1)NC(C)CC